C(C)S(=O)(=O)O.C(C=C)CC(C)[Na] allyl-2-propyl-sodium ethanesulfonate